C(C=C)S(=S)O.C=CCS(SCC=C)=O allicin (allyl thiosulfinate)